N-tert.-Butyl-O-[1-[4-(chloromethyl)-phenyl]-ethyl]-N-(2-methyl-1-phenylpropyl)-hydroxylamin C(C)(C)(C)N(OC(C)C1=CC=C(C=C1)CCl)C(C(C)C)C1=CC=CC=C1